(E)-hexadecenoic acid ethyl ester C(C)OC(\C=C\CCCCCCCCCCCCC)=O